14-amino-myristic acid NCCCCCCCCCCCCCC(=O)O